6-(4-aminophenyl)-3-methyl-3,6-diazabicyclo[3.1.1]heptan-2-one NC1=CC=C(C=C1)N1C2CN(C(C1C2)=O)C